C[C@H]1[C@]23[C@@H](CC1)C([C@H]([C@@](CC2)(O)C)C3)(C)C (1S,2R,5S,7R,8R)-2,6,6,8-tetramethyltricyclo[5.3.1.01,5]undecan-8-ol